hexamethylenediamine NCCCCCCN